N9,N10-di(phenyl)phenanthrene-9,10-diamine C1(=CC=CC=C1)NC=1C2=CC=CC=C2C=2C=CC=CC2C1NC1=CC=CC=C1